F[C@@H]1[C@H](C[C@@]2(CC[C@H]1N2)C)OC2=NN=C(S2)C2=C(C=C(C=C2)N2C=NC=C2)O 2-(5-(((1S,3S,4S,5R)-4-fluoro-1-methyl-8-azabicyclo[3.2.1]octan-3-yl)oxy)-1,3,4-thiadiazol-2-yl)-5-(1H-imidazol-1-yl)phenol